NC=1C(=NC(=CN1)C1=CC(=C(C=C1)C1CCOCC1)CN(C)C)C=1C=C2C(=C(NC(C2=C(C1)F)=O)C)F 6-(3-amino-6-(3-((dimethylamino)methyl)-4-(tetrahydro-2H-pyran-4-yl)phenyl)pyrazin-2-yl)-4,8-difluoro-3-methylisoquinolin-1(2H)-one